N-[1-({3,4-difluoro-2-[(2-fluoro-4-iodophenyl)amino]phenyl}carbonyl)azetidin-3-yl]-3,4-dihydroxybutanamide FC=1C(=C(C=CC1F)C(=O)N1CC(C1)NC(CC(CO)O)=O)NC1=C(C=C(C=C1)I)F